2-methyl-N-[(1R)-1-[3-(2-methoxy-4-pyridyl)-1,2,4-oxadiazol-5-yl]ethyl]-5-(trifluoromethyl)pyrazole-3-carboxamide CN1N=C(C=C1C(=O)N[C@H](C)C1=NC(=NO1)C1=CC(=NC=C1)OC)C(F)(F)F